5-(2,5-dimethyl-1,2,3,4-tetrahydroisoquinolin-7-yl)-3-(1-(1-methylpiperidin-4-yl)-1H-pyrazol-4-yloxy)pyrazin-2-amine CN1CC2=CC(=CC(=C2CC1)C)C=1N=C(C(=NC1)N)OC=1C=NN(C1)C1CCN(CC1)C